1-(5-chloro-9-oxo-xanthen-3-yl)-N,N-dimethyl-pyrrolidine-3-carboxamide ClC1=C2OC=3C=C(C=CC3C(C2=CC=C1)=O)N1CC(CC1)C(=O)N(C)C